N1C=NC=2C(=NC=CC21)N imidazo[4,5-c]pyridin-4-amine